[C@@H]1(CC=CCC1)C(=O)[O-] |r| racemic-3-cyclohexene-1-formate